N-[2-[bis(carboxymethyl)amino]ethyl]-N-(2-oxoethyl)-glycine C(=O)(O)CN(CCN(CC(=O)O)CC=O)CC(=O)O